CC1(CCN(CC1)C1=NC2=C(C=C(C=C2C(N1C)=O)C)[C@@H](C)NC1=C(C(=O)O)C=CC=C1)C (R)-2-((1-(2-(4,4-dimethylpiperidin-1-yl)-3,6-dimethyl-4-oxo-3,4-dihydroquinazolin-8-yl)ethyl)amino)benzoic acid